S-(4-oxo-3-(2-oxo-2-(((S)-1-(4-(trifluoromethoxy)phenyl)ethyl)amino)ethyl)-3,4-dihydrobenzo[d][1,2,3]triazin-6-yl)cysteinylglycine O=C1C2=C(N=NN1CC(N[C@@H](C)C1=CC=C(C=C1)OC(F)(F)F)=O)C=CC(=C2)SC[C@H](N)C(=O)NCC(=O)O